5-(benzyloxycarbonylamino)-1,3-dioxan C(C1=CC=CC=C1)OC(=O)NC1COCOC1